d-4'-thioadenosine [C@@H]1([C@H](O)[C@H](O)[C@@H](CO)S1)N1C=NC=2C(N)=NC=NC12